C1(=CC=CC=C1)C1=NN2C(C=C(C=C2)N)=N1 2-phenyl-[1,2,4]triazolo[1,5-a]pyridin-7-ylamine